N-(4-chloro-2-((3,6-dichloro-1,2,4-triazin-5-yl)amino)phenyl)methanesulfonamide ClC1=CC(=C(C=C1)NS(=O)(=O)C)NC=1N=C(N=NC1Cl)Cl